ClC=1N=CC=2N(C(C3=C(N(C2N1)CC(F)(F)F)SC(=N3)C)=O)C 6-chloro-2,9-dimethyl-4-(2,2,2-trifluoroethyl)-4,9-dihydro-10H-pyrimido[5,4-b]thiazolo[5,4-e][1,4]diazepin-10-one